(3,5-difluoro-4-(4-fluorophenoxy)phenyl)methanol tert-butyl-(S)-(1-amino-1-oxopropan-2-yl)(methyl)carbamate C(C)(C)(C)CN(C(=O)OCC1=CC(=C(C(=C1)F)OC1=CC=C(C=C1)F)F)[C@H](C(=O)N)C